tert-Butyl 2-((benzylamino)methyl)-2-(chloromethyl)pyrrolidine-1-carboxylate C(C1=CC=CC=C1)NCC1(N(CCC1)C(=O)OC(C)(C)C)CCl